FC(C)(F)C1CN(CCO1)C(=O)OCCCC butyl 2-(1,1-difluoroethyl)morpholine-4-carboxylate